(R)-2-methyl-N-[(1R)-1-{6-[(2R)-2-methylpyrrolidin-1-yl]-1-oxo-2,3-dihydro-1H-pyrrolo[3,4-c]pyridin-4-yl}propyl]propane-2-sulfinamide CC(C)(C)[S@@](=O)N[C@H](CC)C1=NC(=CC2=C1CNC2=O)N2[C@@H](CCC2)C